6-[8-(difluoromethoxy)-2-(4-piperidinyl)imidazo[1,2-a]pyridin-6-yl]-2,8-dimethyl-imidazo[1,2-b]pyridazine FC(OC=1C=2N(C=C(C1)C=1C=C(C=3N(N1)C=C(N3)C)C)C=C(N2)C2CCNCC2)F